2-(4-{3-[4-(5-benzylpyrimidin-2-yl)piperazin-1-yl]pyrazolo[1,5-a]pyridin-6-yl}-1H-pyrazol-1-yl)ethanol C(C1=CC=CC=C1)C=1C=NC(=NC1)N1CCN(CC1)C=1C=NN2C1C=CC(=C2)C=2C=NN(C2)CCO